C(C)(C)(C)C1=CC=C(C=C1)S(=O)(=O)N1C=C(C2=CC(=CC=C12)N1CCOCC1)/C=C/C(=O)C1=CC=NC=C1 (E)-3-(1-((4-(tert-butyl)phenyl)sulfonyl)-5-morpholino-1H-indol-3-yl)-1-(pyridin-4-yl)prop-2-en-1-one